C(\C=C/C(=O)[O-])(=O)[O-].[Zn+2].[Cu+2].C(\C=C/C(=O)[O-])(=O)[O-] copper-zinc maleate